COC(=O)[C@H]1[C@@H]2C(C[C@H]([C@H]1NC(=O)OC(C)(C)C)C2)=O (1R,2S,3R,4R)-3-((tert-butoxycarbonyl)amino)-6-oxobicyclo[2.2.1]heptane-2-carboxylic acid methyl ester